CC(CCO)(C)C 3-methyl-3-methylbutan-1-ol